(4-carbamoyl-2-fluorophenoxy)benzoic acid C(N)(=O)C1=CC(=C(OC2=C(C(=O)O)C=CC=C2)C=C1)F